bis(4-triethoxysilylbutyl)urea C(C)O[Si](CCCCNC(NCCCC[Si](OCC)(OCC)OCC)=O)(OCC)OCC